1-(4-methyl-5-(7H-pyrrolo[2,3-c][2,6]naphthyridin-3-yl)pyridin-2-yl)propan-1-ol CC1=CC(=NC=C1C1=NC=C2C3=C(N=CC2=C1)NC=C3)C(CC)O